C1(CCCCC1)C[C@@H](C(=O)N[C@H](C(=O)OC)CCC(=O)N1CCOC2=C(C1)C=CC=C2)NC(=O)OC2CCN(CC2)S(=O)(=O)C methyl (S)-2-((S)-3-cyclohexyl-2-((((1-(methylsulfonyl)piperidin-4-yl)oxy)carbonyl)amino)propanamido)-5-(2,3-dihydrobenzo[f][1,4]oxazepin-4(5H)-yl)-5-oxopentanoate